(S)-1-(cyclopropylmethyl)-N-(3-(1-((1-methyl-1H-pyrazolo[3,4-b]pyrazin-6-yl)amino)ethyl)phenyl)-1H-pyrazole-4-carboxamide C1(CC1)CN1N=CC(=C1)C(=O)NC1=CC(=CC=C1)[C@H](C)NC1=CN=C2C(=N1)N(N=C2)C